BrC=1C(=C(C=CC1)N(C(OC(C)(C)C)=O)C=1C2=C(N=C(N1)C(F)F)C=C(C=N2)CN2C[C@@H](CC2)O)C (R)-tert-butyl (3-bromo-2-methylphenyl)(2-(difluoromethyl)-7-((3-hydroxypyrrolidin-1-yl)methyl)pyrido[3,2-d]pyrimidin-4-yl)carbamate